C(CCC=C)[C@](N)(C)C(=O)O alpha-4-n-pentenylalanine